FC1=C(C(=CC2=C1C[C@@H](CS2)NCC2(COC2)C)O)N2CC(NS2(=O)=O)=O 5-[(3S)-5-fluoro-7-hydroxy-3-{[(3-methyloxetan-3-yl)methyl]amino}-3,4-dihydro-2H-1-benzothiopyran-6-yl]-1λ6,2,5-thiadiazolidine-1,1,3-trione